2-(trans-4-(4-(trifluoromethyl)benzyloxy)pyrrolidin-3-yl)pyridazin-3(2H)-one FC(C1=CC=C(CO[C@H]2[C@@H](CNC2)N2N=CC=CC2=O)C=C1)(F)F